C12COCC(N1C=1SC3=C(N1)C=CC(=C3C(=O)NC=3C=NC(=CC3C(NC3=CC1=C(OC(O1)(F)F)C=C3)=O)OC)OC(C)C)C2 2-(3-Oxa-6-azabicyclo[3.1.1]heptan-6-yl)-N-(4-((2,2-difluorobenzo[d][1,3]dioxol-5-yl)carbamoyl)-6-methoxypyridin-3-yl)-6-isopropoxybenzo[d]thiazole-7-carboxamide